C(C1=CC=CC=C1)[C@H](COC)NC(OCCCC)=O butyl N-[(1R)-1-benzyl-2-methoxy-ethyl]carbamate